2-methyl-2-(1H-pyrrolo[2,3-b]pyridine-5-carboxamido)propyl 3-fluorobenzoate FC=1C=C(C(=O)OCC(C)(NC(=O)C=2C=C3C(=NC2)NC=C3)C)C=CC1